CS(=O)(=O)N1CCN(CC1)CCNC1=C(C#N)C=C(C=C1)CN1CCC2(CN(C2)C2=NC=NC3=CC=C(C=C23)CC(F)(F)F)CC1 2-((2-(4-(methylsulfonyl)piperazin-1-yl)ethyl)amino)-5-((2-(6-(2,2,2-trifluoroethyl)quinazolin-4-yl)-2,7-diazaspiro[3.5]nonan-7-yl)methyl)benzonitrile